ClC1=NC(=C(C(=N1)NC1C(C2CCC1CC2)C(=O)OC)F)C=2OC=CC2 (+/-)-trans-methyl 3-((2-chloro-5-fluoro-6-(furan-2-yl)pyrimidin-4-yl)amino)bicyclo[2.2.2]octane-2-carboxylate